disodium 3,3'-dithiobis(1-propanesulfonic acid) C(CCSSCCCS(=O)(=O)O)S(=O)(=O)O.[Na].[Na]